(1R,3r)-3-((R)-3-(azetidin-3-yl)piperidin-1-yl)-1-methylcyclobutane-1-carboxylic acid methyl ester hydrochloride Cl.COC(=O)C1(CC(C1)N1C[C@H](CCC1)C1CNC1)C